NC1=CC(=NC=C1N)C(=O)O 4,5-diaminopyridine-2-carboxylic acid